benzyl (3R)-3-(2-tert-butoxy-2-oxo-ethoxy)pyrrolidine-1-carboxylate C(C)(C)(C)OC(CO[C@H]1CN(CC1)C(=O)OCC1=CC=CC=C1)=O